C1(=CC=CC=C1)C1=CC=C(C=C1)C1=C(C=C(C=C1)C1=CC=CC=C1)C1=C(C=2C3=CC(=CC(=C3C3=CC=C(C=C3C2C(=C1)C1=CC=CC=C1)I)C1=CC=CC=C1)I)C1=CC=CC=C1 2-([1,1':4',1'':4'',1'''-quaterphenyl]-2''-yl)-6,11-diiodo-1,4,9-triphenyltriphenylene